COC(=O)C1[N@@](C1)C(C1=CC=CC=C1)(C1=CC=CC=C1)C1=CC=CC=C1 (R)-1-trityl-aziridine-2-carboxylic acid methyl ester